C(C)(=O)NC1=CC=C(C=C1)C1=CC=C(C=C1)CC(=O)OCC ethyl 2-(4'-acetamido-[1,1'-biphenyl]-4-yl)acetate